(4-benzothiophen-2-yl-phenyl)-(4-benzothiazol-2-yl-phenyl)-{4-(1,10-phenanthrolin-2-yl)-phenyl}amine S1C(=CC2=C1C=CC=C2)C2=CC=C(C=C2)N(C2=CC=C(C=C2)C2=NC1=C3N=CC=CC3=CC=C1C=C2)C2=CC=C(C=C2)C=2SC1=C(N2)C=CC=C1